((benzyloxy)methyl)-1-(4-chloro-7-fluoro-2-(o-tolyl)quinolin-6-yl)-4-ethyl-1H-1,2,4-triazol-5(4H)-one C(C1=CC=CC=C1)OCC1=NN(C(N1CC)=O)C=1C=C2C(=CC(=NC2=CC1F)C1=C(C=CC=C1)C)Cl